3,5-di-tert-butyl-4-hydroxy-benzoic acid methyl ester COC(C1=CC(=C(C(=C1)C(C)(C)C)O)C(C)(C)C)=O